ClC=1C=C(C=C(C1F)Cl)C1(CC(=NO1)N1CC=2C=NC(=CC2C1)C(=O)NC(C)C(C)(C)C)C(F)(F)F 2-(5-(3,5-dichloro-4-fluorophenyl)-5-(trifluoromethyl)-4,5-dihydroisoxazol-3-yl)-N-(3,3-dimethylbutan-2-yl)-2,3-dihydro-1H-pyrrolo[3,4-c]pyridine-6-carboxamide